NC1CCC(CC1)NCC(C1=CC=CC=C1)C=1C=CC(=C(C1)C=1C(=CC=C(C1F)OC[C@@H]1OCCC1)C(=O)N)Cl 5'-(2-(((1r,4r)-4-aminocyclohexyl)amino)-1-phenylethyl)-2'-chloro-6-fluoro-5-(((R)-tetrahydrofuran-2-yl)methoxy)-[1,1'-biphenyl]-2-carboxamide